FC1(CCC(CC1)N1C(C=C(C2=C1N=C(N=C2)NC=2C(=CC=1N(C2)N=CN1)C)C)=O)F 8-(4,4-difluorocyclohexyl)-5-methyl-2-((7-methyl-[1,2,4]triazolo[1,5-a]pyridine-6-yl)amino)pyrido[2,3-d]pyrimidin-7(8H)-one